(R)-7-((5-(3-hydroxy-pyrrolidin-1-yl)pyridin-2-yl)amino)-4-(1-methyl-1H-pyrrolo[2,3-b]pyridin-4-yl)isoindolin-1-one O[C@H]1CN(CC1)C=1C=CC(=NC1)NC=1C=CC(=C2CNC(C12)=O)C1=C2C(=NC=C1)N(C=C2)C